C1=CC(O)=C2C=3[C@@]45[C@@H](O2)C(=O)CC[C@H]4[C@@H](CC13)N(C)CC5 anti-hydromorphone